tert-butyl N-{5-[5-cyano-4-(2-methylpyrazol-3-yl)-6-({5H,6H,7H,8H,9H-[1,2,4]triazolo[4,3-a]azepin-3-ylmethyl}sulfanyl)pyridin-2-yl]pyrimidin-2-yl}carbamate C(#N)C=1C(=CC(=NC1SCC1=NN=C2N1CCCCC2)C=2C=NC(=NC2)NC(OC(C)(C)C)=O)C=2N(N=CC2)C